C(C)(C)(C)OC(=O)N1CCC2(CC(=NO2)[C@@H]2CC[C@H](CC2)C(NC)=S)CC1 3-[trans-4-(methylthiocarbamoyl)cyclohexyl]-1-oxa-2,8-diazaspiro[4.5]dec-2-ene-8-carboxylic acid tert-butyl ester